(2R,3R,4S,5S)-2-(4-amino-7H-pyrrolo[2,3-d]pyrimidin-7-yl)-5-((S)-2-chloro-4,7-dihydro-5H-thieno[2,3-c]pyran-7-yl)tetrahydrofuran-3,4-diol NC=1C2=C(N=CN1)N(C=C2)[C@@H]2O[C@@H]([C@H]([C@H]2O)O)[C@@H]2OCCC1=C2SC(=C1)Cl